O=C1C=2C(=NC=CC2)CC12CCN(CC2)C(=O)OC(C)(C)C tert-butyl 5-oxo-7H-spiro[cyclopenta[b]pyridine-6,4'-piperidine]-1'-carboxylate